N-cyclopentyl-2-(4-ethylpiperazin-1-yl)-5-methoxybenzo[d]thiazole-6-carboxamide C1(CCCC1)NC(=O)C1=CC2=C(N=C(S2)N2CCN(CC2)CC)C=C1OC